4-tert-butyl-4'-methoxydiBenzoylmethane CC(C)(C)C1=CC=C(C=C1)C(=O)CC(=O)C2=CC=C(C=C2)OC